Dimethyl 1-oxo-2,3-dihydro-1H-indene-2,4-dicarboxylate O=C1C(CC=2C(=CC=CC12)C(=O)OC)C(=O)OC